B(F)(F)F.FC(C(F)(F)F)F.[Li] lithium (pentafluoroethane) trifluoroborate